C(/C1=CC=CC=C1)=C/1\C(C2=CC(=CC=C2C1)OC)=O (2E)-2-benzylidene-6-methoxy-2,3-dihydro-1H-inden-1-one